2-(2-((3R,4R)-3-amino-4-fluoropiperidin-1-yl)-5,6-difluoro-1H-benzo[d]imidazol-1-yl)-1-(4-(cyclopropanecarbonyl)piperazin-1-yl)ethan-1-one N[C@@H]1CN(CC[C@H]1F)C1=NC2=C(N1CC(=O)N1CCN(CC1)C(=O)C1CC1)C=C(C(=C2)F)F